3-Chloro-N-(5-(2-(cyclohexylamino)-2-oxoethoxy)-3,4,6-trimethylpyridin-2-yl)-6-fluorobenzo[b]thiophen-2-carboxamid ClC=1C2=C(SC1C(=O)NC1=NC(=C(C(=C1C)C)OCC(=O)NC1CCCCC1)C)C=C(C=C2)F